5-(2-fluorophenyl)-N-methyl-1-(pyridine-3-ylsulfonyl)-1H-pyrrole-3-methylamine fumarate C(\C=C\C(=O)O)(=O)O.FC1=C(C=CC=C1)C1=CC(=CN1S(=O)(=O)C=1C=NC=CC1)CNC